C(C)OC1=C(C=CC=C1)C1=NN(C(=C1O)C)C 3-(2-Ethoxyphenyl)-1,5-dimethyl-pyrazol-4-ol